5-(6-chloro-2-cyclopropyl-5-methyl-4-pyrimidinyl)-4,5,6,7-tetrahydro-2-methyl-thiazolo[5,4-c]pyridine ClC1=C(C(=NC(=N1)C1CC1)N1CC2=C(CC1)N=C(S2)C)C